N-(4-hydroxyphenyl)-4-methoxybenzenesulfonamide OC1=CC=C(C=C1)NS(=O)(=O)C1=CC=C(C=C1)OC